ClC=1C(=NC(=CC1)C)C(=O)NCC1[C@@H]2CN(C[C@H]12)C1=NC=C(C=C1)C=1C=2N(C=C(C1)C=1C=NN(C1)C)N=CC2C#N 3-chloro-N-(((1R,5S,6s)-3-(5-(3-cyano-6-(1-methyl-1H-pyrazol-4-yl)pyrazolo[1,5-a]pyridin-4-yl)pyridin-2-yl)-3-azabicyclo[3.1.0]hexan-6-yl)methyl)-6-methylpicolinamide